(6-chloro-5-(spiro[2.2]pentan-1-yl)-1-(tetrahydro-2H-pyran-2-yl)-1H-indazol-4-yl)boronic acid ClC1=C(C(=C2C=NN(C2=C1)C1OCCCC1)B(O)O)C1CC12CC2